1-Ethyl-1,2,3,6-tetrahydropyridine C(C)N1CCC=CC1